1-(5-(4-Methylpiperazin-1-yl)pyridin-2-yl)guanidine CN1CCN(CC1)C=1C=CC(=NC1)NC(=N)N